C(=O)OC1C(C(C1(C)C)OC=O)(C)C 2,2,4,4-tetramethyl-cyclobutane-1,3-diol diformate